N-(6-((2-((4-(4-(1,4-oxazepan-4-yl)piperidin-1-yl)-2-methoxy-5-vinylphenyl)amino)-5-bromopyrimidin-4-yl)amino)quinoxalin-5-yl)methanesulfonamide O1CCN(CCC1)C1CCN(CC1)C1=CC(=C(C=C1C=C)NC1=NC=C(C(=N1)NC=1C(=C2N=CC=NC2=CC1)NS(=O)(=O)C)Br)OC